NC=1C=C2C(NC(C2=CC1N)=O)=O 5,6-Diaminoisoindoline-1,3-dione